C(C1=CC=CC=C1)(=O)C=1C=C(C=CC1)C(C(=O)O)C 3-benzoyl-alpha-methylphenylacetic acid